N-methyl-methoxylamine CNOC